BrC=1C=C(C2=CC=CC=C2C1)C1(CC1)NC(=O)C=1C=C(C=CC1C)N1CCN(CC1)C(=O)OC(C)(C)C tert-butyl 4-(3-((1-(3-bromonaphthalen-1-yl)cyclopropyl)carbamoyl)-4-methylphenyl)piperazine-1-carboxylate